ClC=1C=C(C=CC1Cl)NC(=O)[C@H]1[C@H]2[C@@H]3C[C@@H]3[C@@H]([C@@H]1C1=CC(=NC=C1)F)O2 (1S,2S,4R,5R,6R,7S)-N-(3,4-dichlorophenyl)-7-(2-fluoropyridin-4-yl)-8-oxatricyclo[3.2.1.02,4]octane-6-carboxamide